FC(CN1N=CC(=C1)CC1CC2(CN(C2)C(=O)N2CC3(C2)NC(CC3)=O)C1)(F)F 2-[6-[[1-(2,2,2-trifluoroethyl)pyrazol-4-yl]methyl]-2-azaspiro[3.3]heptane-2-carbonyl]-2,5-diazaspiro[3.4]octan-6-one